[N+](=O)([O-])C1=CC=C(OC(CN2CCN(CCN(CCN(CC2)CC(=O)OC(C)(C)C)CC(=O)OC(C)(C)C)CC(=O)OC(C)(C)C)=O)C=C1 tri-tert-butyl 2,2',2''-(10-(2-(4-nitrophenoxy)-2-oxoethyl)-1,4,7,10-tetraazacyclododecane-1,4,7-triyl)triacetate